ethyl (E)-3-[3-(2-hydroxyethyl)phenyl]-2-propenoate OCCC=1C=C(C=CC1)/C=C/C(=O)OCC